C(C)(=O)OCC1(CCN(CC1)C(=O)OC(C)(C)C)NC(CCCCC(=O)OC)=O tert-Butyl 4-(acetoxymethyl)-4-(6-methoxy-6-oxohexanamido)piperidine-1-carboxylate